O=C1NC(CCC1N1C(C2=CC=CC(=C2C1)SCCCCCCCCCCCCCC(=O)O)=O)=O 14-((2-(2,6-dioxopiperidin-3-yl)-1-oxoisoindolin-4-yl)thio)tetradecanoic acid